C(C1=CC=CC=C1)OC([C@@H](CC1=CC=C(C=C1)C(C)(C)C)OC([C@H](CC(C)C)N(C)C(=O)OC(C)(C)C)=O)=O (2R)-1-(benzyloxy)-3-(4-tert-butylphenyl)-1-oxopropan-2-yl-(2S)-2-[[(tert-butoxy) carbonyl] (methyl) amino]-4-methylpentanoate